FC(C(=O)O)(F)F.C(#N)C1=CC=C(C=C1)C1=NOC(=N1)N1CCC(CC1)C(=O)NCC1CNCC1 1-(3-(4-Cyanophenyl)-1,2,4-oxadiazol-5-yl)-N-(pyrrolidin-3-ylmethyl)piperidine-4-carboxamide trifluoroacetate